O=C1N(CCC(N1)=O)C1=NN(C2=CC(=C(C=C12)F)C1C(CN(CC1)CC(=O)O)(F)F)C 2-[4-[3-(2,4-dioxohexahydropyrimidin-1-yl)-5-fluoro-1-methyl-indazol-6-yl]-3,3-difluoro-1-piperidyl]acetic acid